CC(C)(CCC(C)(OOC(C1=CC=CC=C1)=O)C)OOC(C1=CC=CC=C1)=O 2,5-dimethyl-2,5-di(benzoyl-peroxyl)hexane